ClC1=CC=C(C=C1)C1(CCNCC1)NS(=O)(=O)C1=CC=C(C=C1)OC(C)C N-(4-(4-chlorophenyl)piperidin-4-yl)-4-isopropoxy-benzenesulfonamide